O1C(OCC1)C=1C=C(C(=O)O)C=CC1B1OC(C(O1)(C)C)(C)C 3-(1,3-dioxolan-2-yl)-4-(4,4,5,5-tetramethyl-1,3,2-dioxaborolan-2-yl)benzoic acid